O1C(=CC2=C1C=CC=C2)C(=O)NN benzofurancarbohydrazide